FC1=C(C=CC(=C1)C(F)(F)F)CO[C@@H]1[C@H]2CN([C@@H](C1)C2)C(=O)N2C[C@@H]1[C@@H](OCC(N1)=O)CC2 |o1:13,14,17| (4aR,8aS)-6-[rel-(1R,4R,5S)-5-[[2-fluoro-4-(trifluoromethyl)phenyl]methoxy]-2-azabicyclo[2.2.1]heptane-2-carbonyl]-4,4a,5,7,8,8a-hexahydropyrido[4,3-b][1,4]oxazin-3-one